bis(2-pyridyl)ethanedione N1=C(C=CC=C1)C(C(=O)C1=NC=CC=C1)=O